(cis)-3,4-dihydroxyl-3-methylpiperidine-1-carboxylic acid tert-butyl ester C(C)(C)(C)OC(=O)N1C[C@]([C@@H](CC1)O)(C)O